(8-(7-(8-ethylnaphthalen-1-yl)-2-((tetrahydro-1H-pyrrolizin-7a(5H)-yl)methoxy)-5,6,7,8-tetrahydropyrido[3,4-d]pyrimidin-4-yl)-5-oxa-8-azaspiro[3.5]nonan-6-yl)methanol C(C)C=1C=CC=C2C=CC=C(C12)N1CC=2N=C(N=C(C2CC1)N1CC(OC2(CCC2)C1)CO)OCC12CCCN2CCC1